3-(2-{[2-(4-{2-[2-(2-hydroxyethoxy)ethoxy]ethoxy}phenyl)pyrimidin-4-yl]methoxy}phenyl)propanoic acid OCCOCCOCCOC1=CC=C(C=C1)C1=NC=CC(=N1)COC1=C(C=CC=C1)CCC(=O)O